NC=1SC2=C(N1)CCC(C2)=O 2-Amino-5,7-dihydro-4H-1,3-benzothiazol-6-one